BrC=1C=C2C3=C(N(C2=CC1)C1C(N(C(CC1)=O)CC1=CC=C(C=C1)OC)=O)N=C(C=C3)Cl 3-(6-bromo-2-chloro-9H-pyrido[2,3-b]indol-9-yl)-1-(4-methoxybenzyl)piperidine-2,6-dione